C(C)N1N=C2C(=C(C=C(C2=C1)N1CCN(CC1)C)F)C(=O)OC methyl 2-ethyl-6-fluoro-4-(4-methylpiperazin-1-yl)indazole-7-carboxylate